C1(CC1)COC1=CC(=NC=C1)N1C(C(C2=CC(=CC=C12)C(=O)NC1(CCS(CC1)(=O)=O)C)(C)C)=O 1-(4-(cyclopropylmethoxy)pyridin-2-yl)-3,3-dimethyl-N-(4-methyl-1,1-dioxidotetrahydro-2H-thiopyran-4-yl)-2-oxoindoline-5-carboxamide